2,6-diethyl-4-methylphenyl isocyanate C(C)C1=C(C(=CC(=C1)C)CC)N=C=O